CC(C)(C)OC(=O)N1CCN(CC1)C1=NC=C(C=C1)Br 4-(5-bromopyridine-2-yl)piperazine-1-formic acid-2-methylpropan-2-yl ester